3-chloro-2-ethoxy-5,6,7,8-tetrahydro-1-naphthoic acid ClC=1C(=C(C=2CCCCC2C1)C(=O)O)OCC